(2-methyl-2-nitro-propyl)tetrahydropyran-2-one CC(CC1C(OCCC1)=O)(C)[N+](=O)[O-]